ethyl 1-cyclopropyl-6,7-difluoro-1,4-dihydro-4-oxo-3-quinolinecarboxylate C1(CC1)N1C=C(C(C2=CC(=C(C=C12)F)F)=O)C(=O)OCC